7,8-dihydro-5H-pyrano[4,3-d]pyridine C1OC=CC=2CCNCC21